3-((4-(5-methoxy-2-(1-methyl-1H-pyrazol-4-yl)-4-nitrophenyl)piperazin-1-yl)methyl)pyrrolidine-1-carboxylic acid tert-butyl ester C(C)(C)(C)OC(=O)N1CC(CC1)CN1CCN(CC1)C1=C(C=C(C(=C1)OC)[N+](=O)[O-])C=1C=NN(C1)C